COC(C1=CC=C(C=C1)C1=NC=CN=C1)=O 4-(pyrazin-2-yl)benzoic acid methyl ester